1,2-Propylenglycol dimethacrylat C(C(=C)C)(=O)OCC(C)OC(C(=C)C)=O